COC(=O)C=1C=CC2=C(N(C(=N2)CC2=CC=C3C=C(C(=NC3=C2)OCC2=C(C=C(C=C2)Cl)F)C)C[C@H]2OCC2)C1 2-({2-[(4-chloro-2-fluorophenyl)methoxy]-3-methylquinolin-7-yl}methyl)-1-{[(2S)-oxetan-2-yl]methyl}-1H-1,3-benzodiazole-6-carboxylic acid methyl ester